2-fluoro-5-(2-hydroxyethoxy)-N-(1-methylpiperidin-4-yl)benzamide FC1=C(C(=O)NC2CCN(CC2)C)C=C(C=C1)OCCO